COCC1=C(C=CC=C1)N1CCNCC1 4-(2-(methoxymethyl)phenyl)piperazine